alpha-aminocyclohexanepropionic acid NC(C(=O)O)CC1CCCCC1